COC1=NN(C=C1[N+](=O)[O-])C1N(CCCC1)C (3-methoxy-4-nitropyrazol-1-yl)-1-methylpiperidine